FC=1C=CC(=C(C1)CNC(N)=O)OC=1C=C2C=NN(C2=CC1)CCO 3-[[5-fluoro-2-[1-(2-hydroxyethyl)indazol-5-yl]oxyphenyl]methyl]urea